6-bromo-2-methyl-N-{(1R*)-1-[2-(trifluoromethyl)pyridin-4-yl]ethyl}pyrido[3,4-d]pyrimidin-4-amine BrC1=CC2=C(N=C(N=C2N[C@H](C)C2=CC(=NC=C2)C(F)(F)F)C)C=N1 |o1:10|